methyl (E)-2-(2-cyanovinyl)nicotinate C(#N)/C=C/C1=C(C(=O)OC)C=CC=N1